FC=1N(N=C2C(=CC=CC12)C(=O)N)C(C(N1CCN(CC1)C1=NC=C(C=N1)C(F)(F)F)=O)C 3-Fluoro-2-(1-oxo-1-(4-(5-(trifluoromethyl)pyrimidin-2-yl)piperazin-1-yl)prop-2-yl)-2H-indazole-7-Carboxamide